6-chloro-N-(6-(difluoromethoxy)-5-fluoro-2-(methoxy-d3)pyridin-3-yl)pyrazolo[1,5-a]pyridine-3-sulfonamide ClC=1C=CC=2N(C1)N=CC2S(=O)(=O)NC=2C(=NC(=C(C2)F)OC(F)F)OC([2H])([2H])[2H]